C(C1=CC=CC=C1)N1CCC2(CN3N([C@H](CC3)C3=CC(=CC(=C3)F)F)C2=O)CC1 (R)-1-benzyl-7'-(3,5-difluorophenyl)dihydro-1'H,3'H,5'H-spiro[piperidine-4,2'-pyrazolo[1,2-a]pyrazol]-1'-one